CO[C@H]([C@H](C(=O)N[C@H](C(=O)OC)CC1=CC=CC=C1)C)[C@H]1NCCC1 methyl (S)-2-((2R,3R)-3-methoxy-2-methyl-3-((S)-pyrrolidin-2-yl)propanamido)-3-phenylpropanoate